[Si](C)(C)(C(C)(C)C)OCCOC1=NC(=CC(=C1)C=1C=C(C=CC1C)NC(=O)NC=1C=NC(=CC1)C)N1CCOCC1 1-(3-(2-(2-((tert-butyldimethylsilyl)oxy)ethoxy)-6-morpholinopyridin-4-yl)-4-methylphenyl)-3-(6-methylpyridin-3-yl)urea